2-PHENYLFURAN-3-YLBORONIC ACID C1(=CC=CC=C1)C=1OC=CC1B(O)O